OCC=1C=C(C=CC1)N(CCNC(C)=O)C1=CC(=CC=C1)OC N-{2-[(3-Hydroxymethylphenyl)(3-methoxyphenyl)amino]ethyl}acetamide